tert-butyl (5-bromo-4-methylthiazol-2-yl)carbamate BrC1=C(N=C(S1)NC(OC(C)(C)C)=O)C